C1CCCOS1(=O)=O butane-sultone